(R)-9-Oxo-8-(2-(2-phenoxyphenyl)thiazol-5-yl)octahydro-2H-pyrazino[1,2-a]pyrazin O=C1N(CCN2[C@@H]1CNCC2)C2=CN=C(S2)C2=C(C=CC=C2)OC2=CC=CC=C2